FC=1C=C(C=CC1)C1=C(C=C2N(C1=O)C(=CS2)C)C(=O)OC Methyl 6-(3-fluorophenyl)-3-methyl-5-oxo-5H-thiazolo[3,2-a]pyridine-7-carboxylate